2-(tert-butyl)oxazoline C(C)(C)(C)C=1OCCN1